COC=1C=C(C=CC1[N+](=O)[O-])NC1C2CC3CC(CC1C3)C2 (trans)-4-((3-methoxy-4-nitrophenyl)amino)adamantan